7-(5-chloro-7-fluoro-indolin-1-yl)-N-tetrahydropyran-4-yl-thiazolo[5,4-d]pyrimidine-2-carboxamide ClC=1C=C2CCN(C2=C(C1)F)C=1C2=C(N=CN1)SC(=N2)C(=O)NC2CCOCC2